3-(tetrahydrofuran-3-yl)propiolic acid O1CC(CC1)C#CC(=O)O